Cl.FC=1C=C(OC2CC(C2)N)C=CC1OC(F)(F)F (1r,3r)-3-(3-fluoro-4-(trifluoromethoxy)phenoxy)cyclobutane-1-amine hydrochloride